4-{3-[5-isopropyl-2,4-bis(methoxymethoxy)phenyl]-5-(methoxymethoxy)-1,2,4-triazol-4-yl}phenol C(C)(C)C=1C(=CC(=C(C1)C1=NN=C(N1C1=CC=C(C=C1)O)OCOC)OCOC)OCOC